tert-Butyl ((3S,6R)-6-((2-(5-(4-fluoro-2-(isopropyl((R)-tetrahydrofuran-3-yl)carbamoyl)phenoxy)pyrimidin-4-yl)-2,7-diazaspiro[3.5]nonan-7-yl)methyl)tetrahydro-2H-pyran-3-yl)carbamate FC1=CC(=C(OC=2C(=NC=NC2)N2CC3(C2)CCN(CC3)C[C@H]3CC[C@@H](CO3)NC(OC(C)(C)C)=O)C=C1)C(N([C@H]1COCC1)C(C)C)=O